ClC1=NC=C2C=C(C=3N(C2=C1)N=CN3)C3=C(C(=CC=C3C)OC)Cl 8-chloro-4-(2-chloro-3-methoxy-6-methylphenyl)-[1,2,4]triazolo[1,5-a]1,6-naphthyridine